Cl.FC1CN(CC1O)C=O (3-fluoro-4-hydroxypyrrolidin-1-yl)methanone, hydrochloride salt